hydroxypropyl sulfide bis(3-mercaptopropionate) SCCC(=O)O.SCCC(=O)O.OCCCSCCCO